C(=O)(N)NC(=O)O The molecule is a member of the class of ureas that is urea in which one of the hydrogens has been replaced by a carboxy group. It is a conjugate acid of a urea-1-carboxylate.